3,7-difluoroimidazo[1,2-c]quinazolin-5(6H)-one FC1=CN=C2N1C(NC=1C(=CC=CC21)F)=O